(2S,3S)-ethyl 3-((2-chloro-6-(oxazol-2-yl)pyrimidin-4-yl)amino)bicyclo[2.2.2]octane-2-carboxylate ClC1=NC(=CC(=N1)N[C@@H]1[C@H](C2CCC1CC2)C(=O)OCC)C=2OC=CN2